3-Ethyl 5-methyl 2-(acetoxymethyl)-4-(2-cyclopropyl-3,5-difluorophenyl)-6-(fluoromethyl)-1,4-dihydropyridine-3,5-dicarboxylate C(C)(=O)OCC=1NC(=C(C(C1C(=O)OCC)C1=C(C(=CC(=C1)F)F)C1CC1)C(=O)OC)CF